CC1=C(C=C(C=C1)NC(C1=CC(=NC=C1)C(F)(F)F)=O)C1=CC=C2C(CC3(CC4(COC4)C3)OC2=C1)=O N-(4-methyl-3-(4-oxodispiro[chromane-2,1'-cyclobutane-3',3''-oxetan]-7-yl)phenyl)-2-(trifluoromethyl)isonicotinamide